N-(3-fluoro-2-methylphenyl)-4-{[(3-{[(2S)-4-methylmorpholin-2-yl]methoxy}pyridin-4-yl)methyl]amino}-2-oxo-1,2,5,6-tetrahydropyridine-3-carbothioamide FC=1C(=C(C=CC1)NC(=S)C=1C(NCCC1NCC1=C(C=NC=C1)OC[C@@H]1CN(CCO1)C)=O)C